C(C)(C)(C)OC(N(C)CC1=CN(C(=C1)C1=C(C=CC=C1)F)S(=O)(=O)C1=CC(=CC=C1)SC(=O)OC(C)(C)C)=O tert-butyl((1-((3-((tert-butoxycarbonyl)thio)phenyl)sulfonyl)-5-(2-fluorophenyl)-1H-pyrrol-3-yl)methyl)(methyl)carbamate